tert-Butyl 1-(2-methoxy-2-oxo-ethyl)-5-oxopyrrolidine-2-carboxylate COC(CN1C(CCC1=O)C(=O)OC(C)(C)C)=O